ClC=1C=C(CNC=2NC(=C(N2)C=2C=C3C=NN(C3=CC2)C(F)F)C2=NC(=CC=C2)C)C=CC1Cl N-(3,4-dichlorobenzyl)-4-(1-(difluoromethyl)-1H-indazol-5-yl)-5-(6-methyl-pyridin-2-yl)-1H-imidazol-2-amine